BrC=1C(=C(COC2=CC3=C(C(=CCO3)NC)C=C2)C=CC1)Cl 7-((3-bromo-2-chlorobenzyl)oxy)-N-methylbenzopyran-4-amine